(2R)-methyl 1-((2-(benzyloxy)-1-(5-fluoropyridin-3-yl)-2-oxoethyl)(4-(tert-butyl)phenyl)carbamoyl)pyrrolidine-2-carboxylate C(C1=CC=CC=C1)OC(C(C=1C=NC=C(C1)F)N(C(=O)N1[C@H](CCC1)C(=O)OC)C1=CC=C(C=C1)C(C)(C)C)=O